6-((((1-hydroxycyclopentyl)methyl)amino)methyl)isoindolin-1-one OC1(CCCC1)CNCC1=CC=C2CNC(C2=C1)=O